CC=1SC=2N3C(=NN=C3[C@@H](N=C(C2C1C)C1=CC=C(C=C1)CCCOC1CCNCC1)C)C (9S)-4,5,9,13-tetramethyl-7-[4-[3-(4-piperidyloxy)propyl]phenyl]-3-thia-1,8,11,12-tetrazatricyclo[8.3.0.02,6]trideca-2(6),4,7,10,12-pentaene